4-[[8-(2-chlorophenyl)-7-(4-chlorophenyl)-1-methyl-2,6-dioxopurin-3-yl]methyl]benzenesulfonamide ClC1=C(C=CC=C1)C1=NC=2N(C(N(C(C2N1C1=CC=C(C=C1)Cl)=O)C)=O)CC1=CC=C(C=C1)S(=O)(=O)N